6-chloro-1-(2-methylpropyl)pyrrolo[3,2-c]pyridine ClC1=CC2=C(C=N1)C=CN2CC(C)C